tert-butyl 3-(8-bromo-2-[(tetrahydro-1H-pyrrolizin-7a(5H)-yl)methoxy]-9-{[2-(trimethylsilyl)ethoxy]methyl}-9H-purin-6-yl)-3,8-diazabicyclo[3.2.1]octane-8-carboxylate BrC=1N(C2=NC(=NC(=C2N1)N1CC2CCC(C1)N2C(=O)OC(C)(C)C)OCC21CCCN1CCC2)COCC[Si](C)(C)C